(R)-1,4-bis-Boc-piperazine-2-formic acid C(=O)(OC(C)(C)C)N1[C@H](CN(CC1)C(=O)OC(C)(C)C)C(=O)O